4,6-dichloro-1-(oxetan-3-yl)-1H-imidazo[4,5-c]pyridine ClC1=NC(=CC2=C1N=CN2C2COC2)Cl